NCCN(CCO)CC 2-((2-aminoethyl)(ethyl)amino)ethan-1-ol